O=C1N(C(C2=CC=CC=C12)=O)CCC(C(=O)O)O 4-(1,3-dioxoisoindolin-2-yl)-2-hydroxybutyric acid